[4-(methylcarbamoyl)phenyl]boronic acid CNC(=O)C1=CC=C(C=C1)B(O)O